C(C)(=O)O[C@@H]1/C=C/[C@@H]([C@H](OC(C[C@@H](CC[C@@]1(C)O)O)=O)\C(\C)=C\C=C\[C@](CCC1=CC=CC=C1)(C)O)C [(2S,3S,4E,6R,7R,10R)-7,10-dihydroxy-2-[(2E,4E,6R)-6-hydroxy-6-methyl-8-phenylocta-2,4-dien-2-yl]-3,7-dimethyl-12-oxo-1-oxacyclododec-4-en-6-yl] acetate